C(C)OC(=O)C=1N=C2N(C=C(C=C2)Br)C1SCC 6-bromo-3-ethylsulfanyl-imidazo[1,2-a]pyridine-2-carboxylic acid ethyl ester